ClC=1C=C(SC1CCCCCCC1CCCCCC1)C1=C2C(SC=C2)=C(C2=C1SC=C2)C=2SC(=C(C2)Cl)CCCCCCC2CCCCCC2 4,8-bis(4-chloro-5-(6-cycloheptylhexyl)thiophen-2-yl)benzo[1,2-b:4,5-b']dithiophene